N=1N=C(NC1)N=CC1=C(C=CC=C1)O 2-(4H-1,2,4-triazol-3-yl)iminomethyl-phenol